FC1=CC=C(C=C1)N1C(NN=C(C1=O)C(=O)OCC)=S ethyl 4-(4-fluorophenyl)-5-oxo-3-thioxo-2,3,4,5-tetrahydro-1,2,4-triazine-6-carboxylate